CN(C(CC1(CCCCC1)CC1=C(C(=O)N)C=CC(=C1)C#CC1=C(C=CC=C1)F)=O)C ((1-(2-(dimethylamino)-2-oxoethyl)cyclohexyl)methyl)-4-((2-fluorophenyl)ethynyl)benzamide